sodium calcium edetate C(N(CC(=O)[O-])CC(=O)O)CN(CC(=O)[O-])CC(=O)[O-].[Ca+2].[Na+]